methyl 6-(pyrrolidin-1-yl)-2-naphthoate N1(CCCC1)C=1C=C2C=CC(=CC2=CC1)C(=O)OC